methyl (3R)-1-[[2-(3-bromo-2-methyl-phenyl)-7-cyano-1,3-benzoxazol-5-yl]methyl]pyrrolidine-3-carboxylate BrC=1C(=C(C=CC1)C=1OC2=C(N1)C=C(C=C2C#N)CN2C[C@@H](CC2)C(=O)OC)C